ClC1=NC=C(C(=C1)C1=C(C=NC(=C1)C)C(=O)NC1=NN=C(S1)C(=O)O)OC(F)F 5-[2'-chloro-5'-(difluoromethoxy)-6-methyl-[4,4'-bipyridine]-3-amido]-1,3,4-thiadiazole-2-carboxylic acid